N-[4-(3-cyanophenyl)-5-(4-methyl-quinazolin-6-yl)thiazol-2-yl]-1-oxa-4,9-diazaspiro[5.5]undecane-9-carboxamide C(#N)C=1C=C(C=CC1)C=1N=C(SC1C=1C=C2C(=NC=NC2=CC1)C)NC(=O)N1CCC2(CNCCO2)CC1